1-Ethyl-N-((7-fluoro-5-(2-methoxypyridin-4-yl)-2,3-dihydro-1H-inden-4-yl)carbamoyl)piperidine-4-sulfonamide, potassium salt [K].C(C)N1CCC(CC1)S(=O)(=O)NC(NC1=C2CCCC2=C(C=C1C1=CC(=NC=C1)OC)F)=O